N[C@H](C)C1=C2N=C(C(=NC2=CC(=C1)C)C(=O)N)OCC1=CC=C(C=C1)OC (R)-5-(1-aminoethyl)-3-((4-methoxybenzyl)oxy)-7-methylquinoxaline-2-carboxamide